(S)-N-ethyl-2,2,2-trifluoro-1-(3-(4,4,5,5-tetramethyl-1,3,2-dioxaborolan-2-yl)phenyl)ethan-1-amine C(C)N[C@H](C(F)(F)F)C1=CC(=CC=C1)B1OC(C(O1)(C)C)(C)C